C(C)OC1=NC=C(C=N1)C1=CN=C(N1)[C@H](CCCCCC(CC)=O)NC(=O)[C@H]1CC12CCN(CC2)C (S)-N-((S)-1-(5-(2-ethoxypyrimidin-5-yl)-1H-imidazol-2-yl)-7-oxononyl)-6-methyl-6-azaspiro[2.5]octane-1-carboxamide